C(C)O[NH-] ethyloxyamide